[Zn].C(N)(=O)C=1C(NC=CC1)=O Carbamoyl-pyridone zinc